di-sec-butoxy bis(ethyl acetoacetate) titanium [Ti].C(C)CC(CC(=O)OOC(C)CC)=O.C(C)CC(CC(=O)OOC(C)CC)=O